FC1=CC=C(C(=O)Br)C=C1 para-fluorobenzoyl bromide